3-(isoquinolin-1-yl)-2-phenyl-4H-chromen-4-one C1(=NC=CC2=CC=CC=C12)C1=C(OC2=CC=CC=C2C1=O)C1=CC=CC=C1